CC1=C(C=CC=C1NC(C1=NC=C(C(=C1)OC)Br)=O)C1=C(C(=CC=C1)NC(C1=NC=C(C(=C1)OC)Br)=O)C N,N'-(2,2'-dimethyl-[1,1'-biphenyl]-3,3'-diyl)bis(5-bromo-4-methoxypicolinamide)